BrC(C(=O)O)C1=CC=C(C=C1)OC α-Bromo-4-methoxyphenylacetic acid